2-((4-(7-(4-((1,4-diazepan-1-yl)sulfonyl)benzyl)-2,7-Diazaspiro[3.5]nonan-2-yl)pyrimidin-5-yl)oxy)-5-fluoro-N,N-diisopropylbenzamide hydrochloride Cl.N1(CCNCCC1)S(=O)(=O)C1=CC=C(CN2CCC3(CN(C3)C3=NC=NC=C3OC3=C(C(=O)N(C(C)C)C(C)C)C=C(C=C3)F)CC2)C=C1